FC=1C=C2C3=C(NC2=C(C1)NC)N=CC(=C3N3C[C@@H]1OCCN([C@@H]1C3)C)C=3C=C1C(C(=CN(C1=NC3)C)C(=O)O)=O 6-(6-fluoro-8-(methylamino)-4-(cis-4-methylhexahydropyrrolo[3,4-b][1,4]oxazin-6(2H)-yl)-9H-pyrido[2,3-b]indol-3-yl)-1-methyl-4-oxo-1,4-dihydro-1,8-naphthyridine-3-carboxylic acid